Tris(diethylamino)propyl-tin C(C)N(CC)C(CC[Sn])(N(CC)CC)N(CC)CC